C(=O)(C(=C([2H])[2H])[2H])Cl acryl-d3-Chlorine